4-((3-(8-(((3S,4R)-3-fluoro-1-methylpiperidin-4-yl)amino)-3-vinylimidazo[1,2-a]pyridin-2-yl)prop-2-yn-1-yl)amino)-3-methoxy-N-methylbenzenesulfonamide F[C@H]1CN(CC[C@H]1NC=1C=2N(C=CC1)C(=C(N2)C#CCNC2=C(C=C(C=C2)S(=O)(=O)NC)OC)C=C)C